(S)-N-(4-bromo-3-methoxyphenethyl)-4,4,4-trifluoro-2-formamidobutanamide BrC1=C(C=C(CCNC([C@H](CC(F)(F)F)NC=O)=O)C=C1)OC